6-fluoro-2,3-dihydrobenzofuran-7-carbaldehyde FC1=C(C2=C(CCO2)C=C1)C=O